C1(CCCCC1)C=1C=C(C=CC1)S(=O)(=O)N1CC(CCC1)C=1C=C(OC(C(=O)O)(C)C)C=CC1 2-(3-(1-((3-cyclohexylphenyl)sulfonyl)piperidin-3-yl)phenoxy)-2-methylpropanoic acid